2-hydroxylmethylacrylate OCC(C(=O)[O-])=C